FC1=CC=C(C=C1)C1(COC1)NC(=O)C1C2COC3=C(C21)C=CC=C3 exo-N-[3-(4-fluorophenyl)oxetan-3-yl]-1,1a,2,7b-tetrahydrocyclopropa[c][1]benzopyran-1-carboxamide